C(C)(C)N(S(=O)(=O)NC(CN1C2=C(OC(C1=O)(F)F)C=C(C(=C2)C2=C(C(=C(C(=C2F)F)F)F)F)F)=O)C N-(N-isopropyl-N-methylsulfamoyl)-2-(2,2,7-trifluoro-3-oxo-6-(perfluorophenyl)-2,3-dihydro-4H-benzo[b][1,4]oxazin-4-yl)acetamide